(S)-indole N1C=CC2=CC=CC=C12